tert-butyl N-[(3S,5S)-1-(2-chloro-5-iodo-4-pyridyl)-5-fluoro-3-piperidyl]carbamate ClC1=NC=C(C(=C1)N1C[C@H](C[C@@H](C1)F)NC(OC(C)(C)C)=O)I